ClC=1C=C2C=C(N=CC2=C(N1)Cl)NC(=O)[C@H]1[C@@H](C1)C |r| (±)-trans-N-(6,8-dichloro-2,7-naphthyridin-3-yl)-2-methylcyclopropanecarboxamide